C(C)(C)(C)C1=CC=C(C=C1)C1=C(C=O)C(=CC(=C1)C1=CC=C(C=C1)C(C)(C)C)C1=CC=C(C=C1)C(C)(C)C 2,4,6-tris(p-t-butylphenyl)benzaldehyde